C(C)N(C(C1=CC=C(C=C1)C1=CC(=C2C(=N1)NC=C2)NCCCN2CCCCC2)=O)CC N,N-diethyl-4-(4-((3-(piperidin-1-yl)propyl)amino)-1H-pyrrolo[2,3-b]pyridin-6-yl)benzamide